2-(1-adamantyl)-4-bromo-1-methyl-imidazole C12(CC3CC(CC(C1)C3)C2)C=2N(C=C(N2)Br)C